[C@H]12CNC[C@H](CC1)N2C2=C1C(N(C(C1=CC=C2F)=O)C2C(NC(CC2)=O)=O)=O 4-((1R,5S)-3,8-diazabicyclo[3.2.1]octane-8-yl)-2-(2,6-dioxopiperidin-3-yl)-5-Fluoroisoindoline-1,3-dione